FC=1C=C(C=C(C1)F)CC1=NC2=CC=C(C=C2C(N1)=O)OC1=CC(=NC=C1)C=1C=NN(C1)C 2-[(3,5-difluorophenyl)methyl]-6-{[2-(1-methylpyrazol-4-yl)-4-pyridyl]oxy}-3H-quinazolin-4-one